BrC=1C=CC(=C(C1)N1N=CC(=N1)Cl)Cl 2-(5-bromo-2-chlorophenyl)-4-chloro-2H-1,2,3-triazole